NC1=NC=CC2=CC=C(C=C12)C=1C=C2C(=NN(C2=CC1)C1=CC=CC=C1)COC1=C(C=CC=C1)CC(=O)O 2-(2-((5-(1-aminoisoquinolin-7-yl)-1-phenyl-1H-indazol-3-yl)methoxy)phenyl)acetic acid